ClC=1N=C2N(N=CC3=C2C(C[C@@H]3C(=O)NC=3C=NC(=C(C3)Cl)N3N=CC=N3)(C)C)C1 (S)-2-chloro-N-(5-chloro-6-(2H-1,2,3-triazol-2-yl)pyridin-3-yl)-9,9-dimethyl-8,9-dihydro-7H-cyclopenta[d]imidazo[1,2-b]pyridazine-7-carboxamide